2-(3-((4-(4,4,5,5-tetramethyl-1,3,2-dioxaborolan-2-yl)phenyl)sulfonyl)phenyl)-6-(trifluoromethyl)-1H-benzo-[d]imidazole CC1(OB(OC1(C)C)C1=CC=C(C=C1)S(=O)(=O)C=1C=C(C=CC1)C1=NC2=C(N1)C=C(C=C2)C(F)(F)F)C